C(CCC)OC(=O)C=1C2CCC(C1C(=O)OCCCC)C2 norbornene-2,3-dicarboxylic acid di-n-butyl ester